FC1=CC=C(C=C1)C=1C(=NN2C1N=C(NC2=O)SCC(C(F)F)(F)F)C 8-(4-fluorophenyl)-7-methyl-2-[(2,2,3,3-tetrafluoropropyl)sulfanyl]-3H-pyrazolo[1,5-a][1,3,5]triazin-4-one